ClC1=C(C=CC=C1)N1N(C(=C(C1=O)NC(C1=CC=C(C=C1)OC(F)(F)F)=O)C1=C(C=C(C=C1F)OC)F)C N-[2-(2-chlorophenyl)-5-(2,6-difluoro-4-methoxyphenyl)-1-methyl-3-oxo-2,3-dihydro-1H-pyrazol-4-yl]-4-(trifluoromethoxy)benzamide